C(C)C1=C(C=C(C(=C1)O)F)C1=CC=C2C(=NNC2=C1)C1=NC2=C(N1)CN(C2)C(=O)NCCO 2-(6-(2-ethyl-5-fluoro-4-hydroxyphenyl)-1H-indazol-3-yl)-N-(2-hydroxyethyl)-4,6-dihydropyrrolo[3,4-d]imidazol-5(1H)-carboxamide